CN1N=C(N=N1)C#CC1=CNC=2N=CN=C(C21)N[C@@H]2[C@H](C[C@@H](N(C2)C(C=C)=O)C)F 1-((2S,4S,5S)-5-((5-((2-methyl-2H-tetrazol-5-yl)ethynyl)-7H-pyrrolo[2,3-d]pyrimidin-4-yl)amino)-4-fluoro-2-methylpiperidin-1-yl)prop-2-en-1-one